Diethyl 1-(3-carbamoylureido)-5-methyl-1H-pyrrole-2,4-dicarboxylate C(N)(=O)NC(NN1C(=CC(=C1C)C(=O)OCC)C(=O)OCC)=O